[1,2,5]Oxadiazole-5-carboxylic acid O1NC=CN1C(=O)O